OC=1C=C(C=CC1)[C@H](C)NC(=O)C1=CC=C2C(=CC(=NC2=C1)C1=CC=C(C=C1)C(F)(F)F)OC (S)-N-(1-(3-hydroxyphenyl)ethyl)-4-methoxy-2-(4-(trifluoromethyl)phenyl)quinoline-7-carboxamide